(2R,4R)-N1-(4-chlorophenyl)-N2-(5-(3-cyclopropyl-1-((R)-1,1-Dimethylethylsulfonamido)-1-(pyridin-4-yl)propyl)-2-fluorophenyl)-4-hydroxypyrrolidine-1,2-dicarboxamide ClC1=CC=C(C=C1)NC(=O)N1[C@H](C[C@H](C1)O)C(=O)NC1=C(C=CC(=C1)C(CCC1CC1)(C1=CC=NC=C1)NS(=O)(=O)C(C)(C)C)F